NCCCCCC(C1=CC(=CC=C1)CCC(=O)OC)C1=CN=C(N1)C=1C=C(OC=2C(=C3C=CNC3=CC2F)/C=C/C(=O)O)C=CC1F (E)-3-(5-(3-(5-(6-amino-1-(3-(3-methoxy-3-oxopropyl)phenyl)hexyl)-1H-imidazol-2-yl)-4-fluorophenoxy)-6-fluoro-1H-indol-4-yl)acrylic acid